CS(=O)(=O)N1C2=C(OCC(C1)O)C=CC=C2 5-(methylsulfonyl)-2,3,4,5-tetrahydrobenzo[b][1,4]oxazepin-3-ol